3-chloro-N-(3-fluoro-5-(trifluoromethyl)benzyl)-4-nitroaniline ClC=1C=C(NCC2=CC(=CC(=C2)C(F)(F)F)F)C=CC1[N+](=O)[O-]